N-{6-(2-Hydroxypropan-2-yl)-2-[3-(trifluoromethoxy)propyl]-2H-indazol-5-yl}-6-(trifluoromethyl)pyridin-2-carboxamide OC(C)(C)C=1C(=CC2=CN(N=C2C1)CCCOC(F)(F)F)NC(=O)C1=NC(=CC=C1)C(F)(F)F